4-amino-3,5-dichloro-6-(4-(trimethylsilyl)phenyl)-pyridine-2-carboxylic acid methyl ester COC(=O)C1=NC(=C(C(=C1Cl)N)Cl)C1=CC=C(C=C1)[Si](C)(C)C